(R)-N-((S)-1-(6-(1H-pyrazol-1-yl)pyridin-3-yl)ethyl)-2-methylpropan-2-sulfinamide N1(N=CC=C1)C1=CC=C(C=N1)[C@H](C)N[S@](=O)C(C)(C)C